C(C)OC(=O)C=1C=C(NC1C1=CC=CC=C1)C1=C(C=CC=C1)C(F)(F)F 5-phenyl-2-(2-(trifluoromethyl)phenyl)Azole-4-carboxylic acid ethyl ester